Indolecarboxaldehyde N1C(=CC2=CC=CC=C12)C=O